2-(3-fluoropyridin-4-yl)-2-oxoethyl (3R,8aS)-7-(3-chloro-2-fluoro-6-(1H-tetrazol-1-yl)phenyl)-5-oxo-1,2,3,5,8,8a-hexahydroindolizine-3-carboxylate ClC=1C(=C(C(=CC1)N1N=NN=C1)C1=CC(N2[C@H](CC[C@H]2C1)C(=O)OCC(=O)C1=C(C=NC=C1)F)=O)F